methyl (R)-((6-(2,2'-dichloro-3'-(4-oxo-3-((((5-oxopyrrolidin-2-yl)methyl)amino)methyl)-4H-pyrido[1,2-a]pyrimidin-8-yl)-[1,1'-biphenyl]-3-yl)-2-methoxypyridin-3-yl)methyl)glycinate ClC1=C(C=CC=C1C1=CC=C(C(=N1)OC)CNCC(=O)OC)C1=C(C(=CC=C1)C1=CC=2N(C(C(=CN2)CNC[C@@H]2NC(CC2)=O)=O)C=C1)Cl